FC=1C=NN2C1C(NC1=C(C(=CC=C21)CN2CC=1N(C(=CC1C2)C=2C=CC(=NC2)C(=O)NC)C)F)=O 5-(5-((3,6-difluoro-4-oxo-4,5-dihydropyrazolo[1,5-a]quinoxalin-7-yl)methyl)-1-methyl-1,4,5,6-tetrahydropyrrolo[3,4-b]pyrrol-2-yl)-N-methylpicolinamide